FC(C=1C(=C2C=NN(C2=CC1)C1OCCCC1)B1OC(C(O1)(C)C)(C)C)F 5-(difluoromethyl)-1-(tetrahydro-2H-pyran-2-yl)-4-(4,4,5,5-tetramethyl-1,3,2-dioxaborolan-2-yl)-1H-indazole